2-(3-nitrobenzylidene)chloroacetic acid ethyl ester C(C)OC(C(=CC1=CC(=CC=C1)[N+](=O)[O-])Cl)=O